2-cyclohexyl-4,6-difluoroisophthalonitrile C1(CCCCC1)C1=C(C#N)C(=CC(=C1C#N)F)F